3-[[4-[(2R)-2-[(5-bromopyrimidin-2-yl)methylamino]-4,4-dimethyl-pentoxy]-6-(2,6-dimethylphenyl)pyrimidin-2-yl]sulfamoyl]benzoic acid BrC=1C=NC(=NC1)CN[C@@H](COC1=NC(=NC(=C1)C1=C(C=CC=C1C)C)NS(=O)(=O)C=1C=C(C(=O)O)C=CC1)CC(C)(C)C